CC1=NC(=CC(=C1)C=1NC2=CC=C(C=C2C1C(C)C)C1CCN(CC1)C(=O)C1(CC1)C(=O)N)C 1-(4-(2-(2,6-dimethylpyridin-4-yl)-3-isopropyl-1H-indol-5-yl)piperidine-1-carbonyl)cyclopropane-1-carboxamide